C1(CC1)C=1N=CC2=C3C(=CC(=C2C1)S(NCC(C)C)(=O)=O)[C@@H](C[C@@H]3NC(=O)C=3C=NC=CC3)NC(C(CC)C)=O |r| N-[Cis-(7RS,9SR)-3-cyclopropyl-7-(2-methylbutanoylamino)-5-(2-methylpropylsulfamoyl)-8,9-dihydro-7H-cyclopenta[h]isochinolin-9-yl]pyridin-3-carboxamid